COC1=NC=2N(C(=C1)OC)N=C(N2)NS(=O)(=O)C=2C(=NC=CC2C(F)(F)F)OC N-(5,7-dimethoxy-[1,2,4]triazolo[1,5-a]pyrimidin-2-yl)-2-methoxy-4-(trifluoromethyl)pyridine-3-sulfonamide